2-(1-aminoisoquinolin-5-yl)-5-(1-(2-cyclohexylethyl)piperidin-3-yl)-2,4-dihydro-3H-1,2,4-triazol-3-one NC1=NC=CC2=C(C=CC=C12)N1N=C(NC1=O)C1CN(CCC1)CCC1CCCCC1